rac-tert-butyl 3-propyl[1,4'-bipiperidine]-1'-carboxylate C(CC)[C@H]1CN(CCC1)C1CCN(CC1)C(=O)OC(C)(C)C |r|